7-cyclopentyl-2-[[5-[(2S)-2-(hydroxymethyl)morpholin-4-yl]-2-pyridinyl]amino]-N,N-dimethylpyrrolo[2,3-d]pyrimidine-6-carboxamide C1(CCCC1)N1C(=CC2=C1N=C(N=C2)NC2=NC=C(C=C2)N2C[C@H](OCC2)CO)C(=O)N(C)C